5-chloro-2-(2-fluoro-4-pyridyl)-4-(6-hydroxy-1,4-diazepan-1-yl)-1H-pyrimidin-6-one ClC1=C(N=C(NC1=O)C1=CC(=NC=C1)F)N1CCNCC(C1)O